1,3-bis-nitro-oxypropane [N+](=O)([O-])OCCCO[N+](=O)[O-]